ClC1=NC=C2N(C(N(C2=N1)[C@@H]1CCOC2=CC=CC=C12)=O)C (R)-2-chloro-9-(chroman-4-yl)-7-methyl-7,9-dihydro-8H-purin-8-one